[C@H]12[C@H](C[C@H](CC1)C2)NC(=O)C2=CC=C(C(=N2)C(=O)OC)C=2C(=CC1=C(OCCC3=C1SC=C3)C2)C(NC2=CC=C(C=C2)CNC(=O)OC(C)(C)C)=O methyl 6-(((1S,2S,4R)-bicyclo[2.2.1]heptan-2-yl)carbamoyl)-3-(9-((4-(((tert-butoxycarbonyl)amino)methyl)phenyl)carbamoyl)-4,5-dihydrobenzo[b]thieno[2,3-d]oxepin-8-yl)picolinate